heptanediolate C(CCCCCC)([O-])[O-]